N-(2'-Hydroxy-3'-(1-(1-methylpiperidin-4-yl)-1H-pyrazol-4-yl)-[1,1'-biphenyl]-4-yl)acetamide OC1=C(C=CC=C1C=1C=NN(C1)C1CCN(CC1)C)C1=CC=C(C=C1)NC(C)=O